rac-(4bR,8aR)-2-(trifluoromethyl)-4b,6,7,8,8a,9-hexahydro-5H-cyclopenta[1,2-b:3,4-b']dipyridine hydrochloride Cl.FC(C1=CC=C2C(=N1)C[C@@H]1[C@H]2NCCC1)(F)F |r|